1,3,5-Trimethyl-2,4,6-tris(3,5-di-tert-butyl-4-hydroxybenzyl)benzene tert-Butyl-(R,Z)-4-(((tert-butylsulfinyl)imino)methyl)-4-(2-iodophenyl)piperidine-1-carboxylate C(C)(C)(C)OC(=O)N1CCC(CC1)(C1=C(C=CC=C1)I)\C=N/[S@](=O)C(C)(C)C.CC1=C(C(=C(C(=C1CC1=CC(=C(C(=C1)C(C)(C)C)O)C(C)(C)C)C)CC1=CC(=C(C(=C1)C(C)(C)C)O)C(C)(C)C)C)CC1=CC(=C(C(=C1)C(C)(C)C)O)C(C)(C)C